COC=1C=C2C(=CC=NC2=CC1OC)N1CC2(C1)CC(C2)C[SH2](=O)C=N {[2-(6,7-dimethoxyquinolin-4-yl)-2-azaspiro[3.3]heptan-6-yl]methyl}(imino)methyl-λ6-sulfanone